[Si](C)(C)(C(C)(C)C)OC1CC(=NCC1)OC 4-[(tert-butyldimethylsilyl)oxy]-2-methoxy-3,4,5,6-tetrahydropyridine